[1,3]dioxole-5-carboxylic acid O1COC=C1C(=O)O